C(#N)N1CC(CC1)C(=O)NC=1SC2=C(N1)C=C(C=C2)C=2C(=NOC2C)C 1-cyano-N-(5-(3,5-dimethylisoxazol-4-yl)benzo[d]thiazol-2-yl)pyrrolidine-3-carboxamide